C(N)(=O)C1=[N+](C=CC(=C1)NC(=O)[C@H]1O[C@@](C[C@@H]1C1=C(C(=C(C=C1)F)F)OC)(C(F)(F)F)C)[O-] 2-carbamoyl-4-((2S,3R,5S)-3-(3,4-difluoro-2-methoxyphenyl)-5-methyl-5-(trifluoromethyl)tetrahydrofuran-2-carboxamido)pyridine 1-oxide